The molecule is a monocarboxylic acid anion that is the conjugate base of cuevaene A, obtained by deprotonation of the carboxy group. C/C(=C\\C1CCCC2=C1C3=C(O2)C=CC(=C3)O)/C=C(/C=C/C(=O)[O-])\\OC